(S)-6-(4-chlorobenzyl)-9-isopropyl-2-(pyridin-2-yl)-2,6,9-triazaspiro[4.5]decane-7,10-dione ClC1=CC=C(CN2[C@]3(CCN(C3)C3=NC=CC=C3)C(N(CC2=O)C(C)C)=O)C=C1